COC=1C=C(C=CC1OCCCN1CCCCC1)NC1=NC=CC(=N1)NC=1C=C2CCN(CC2=CC1)C 2-[3-methoxy-4-(3-piperidinopropoxy)phenylamino]-4-(2-methyl-1,2,3,4-tetrahydro-6-isoquinolylamino)pyrimidine